C1(=C(C(=CC(=C1)C)C)S(=O)(=O)CON)C O-((mesitylsulfonyl)methyl)hydroxylamine